NCCN(C(OC(C)(C)C)=O)C[C@@H](C(=O)N1CCN(CC1)C=1C2=C(N=CN1)[C@@H](C[C@H]2C)O)C2=CC=C(C=C2)Cl tert-butyl (2-aminoethyl)((S)-2-(4-chlorophenyl)-3-(4-((5R,7R)-7-hydroxy-5-methyl-6,7-dihydro-5H-cyclopenta[d]pyrimidin-4-yl)piperazin-1-yl)-3-oxopropyl)carbamate